FC=1C=C(CN2C(=NC3=NC=C(C=C32)N3C=CC=2N=CN=C(C23)OC)COCC(F)(F)F)C=C(C1)F 1-(3,5-difluorobenzyl)-6-(4-methoxy-5H-pyrrolo[3,2-d]pyrimidin-5-yl)-2-((2,2,2-trifluoroethoxy)methyl)-1H-imidazo[4,5-b]pyridine